BrC1=CC(=C(C(=O)OC)C=C1)NC(CC(=O)OCC)=O methyl 4-bromo-2-(3-ethoxy-3-oxopropanamido)benzoate